8-(difluoromethoxy)-6-[4-methoxy-2-methyl-6-(1-methylpyrazol-4-yl)indazol-3-yl]-4-methyl-3,4-dihydro-2H-isoquinolin-1-one FC(OC=1C=C(C=C2C(CNC(C12)=O)C)C=1N(N=C2C=C(C=C(C12)OC)C=1C=NN(C1)C)C)F